N[C@](C(=O)O)(CC=1C=NC=CC1)C (2S)-2-amino-2-methyl-3-(3-pyridinyl)propanoic acid